[1-(2-Difluoromethyl-pyridin-4-yl)-pyrrolidin-3(R)-yl]-(1,3,6,7,8,9-hexahydro-pyrrolo[3,4-c]cinnolin-2-yl)-methanone FC(C1=NC=CC(=C1)N1C[C@@H](CC1)C(=O)N1CC=2N=NC=3CCCCC3C2C1)F